1-(5-chloro-2,4-dimethoxyphenyl)-3-(3-chloropropyl)urea ClC=1C(=CC(=C(C1)NC(=O)NCCCCl)OC)OC